tert-Butyl 6-[4-[[3-(3-hydroxyphenyl)-5-(trifluoromethoxy)phenyl]methyl]piperazin-1-yl]pyridazine-3-carboxylate OC=1C=C(C=CC1)C=1C=C(C=C(C1)OC(F)(F)F)CN1CCN(CC1)C1=CC=C(N=N1)C(=O)OC(C)(C)C